CN1C(N2C(C=3C=CC=CC13)=CC(=N2)CNC(C2=C(C=CC=C2)OC(F)(F)F)=O)=S N-((6-methyl-5-thioxo-5,6-dihydropyrazolo[1,5-c]quinazolin-2-yl)methyl)-2-(trifluoromethoxy)benzamide